tert-butyl ((1S)-1'-(3-iodo-1-(tetrahydro-2H-pyran-2-yl)-1H-pyrazolo[3,4-b]pyrazin-6-yl)-1,3-dihydrospiro[indene-2,4'-piperidin]-1-yl)carbamate IC1=NN(C2=NC(=CN=C21)N2CCC1(CC2)[C@@H](C2=CC=CC=C2C1)NC(OC(C)(C)C)=O)C1OCCCC1